hydroxy-1-methylcyclobutane-1-carbonitrile OC1C(CC1)(C#N)C